N-(5-(3-(4-(trifluoromethyl)phenyl)propyl)-1H-indol-3-yl)cyclobutanecarboxamide FC(C1=CC=C(C=C1)CCCC=1C=C2C(=CNC2=CC1)NC(=O)C1CCC1)(F)F